COC(C1=NC=CC2=C1NC1=CC=CC=C21)OC 1-dimethoxymethyl-9H-pyrido[3,4-b]indole